4-trifluoromethylcarbonyloxytetrahydrothiophene FC(C(=O)OC1CCSC1)(F)F